9,9-didodecyl-fluorene-2,7-diboronic acid C(CCCCCCCCCCC)C1(C2=CC(=CC=C2C=2C=CC(=CC12)B(O)O)B(O)O)CCCCCCCCCCCC